2-(2,6-dioxo-3-piperidyl)-7-fluorosulfonyloxy-1-oxo-isoquinoline O=C1NC(CCC1N1C(C2=CC(=CC=C2C=C1)OS(=O)(=O)F)=O)=O